C[N+]1(CCCC1)CCC Methyl-propyl-pyrrolidinium